C(#N)N1CC2=C(C=C(C=C2C1)NC(=O)[C@H]1CN(CCC1)C)C1=CC(=CC=C1)F (R)-N-(2-cyano-7-(3-fluorophenyl)isoindolin-5-yl)-1-methylpiperidine-3-carboxamide